(R)-2-(1-(3-chlorophenyl)-1H-pyrazol-3-yl)-N-(3-cyclopropyl-1H-pyrazol-5-yl)propanamide ClC=1C=C(C=CC1)N1N=C(C=C1)[C@H](C(=O)NC1=CC(=NN1)C1CC1)C